cyclohexylbicyclo[2.2.1]hept-2-ene C1(CCCCC1)C12C=CC(CC1)C2